4-(3-(cyclopropylmethoxy)-4-(difluoromethoxy)phenyl)-1-((4-fluorophenyl)sulfonyl)pyrrolidine-2-carboxylic acid methyl ester COC(=O)C1N(CC(C1)C1=CC(=C(C=C1)OC(F)F)OCC1CC1)S(=O)(=O)C1=CC=C(C=C1)F